6-(3-phenyl-1H-1,2,4-triazole-1-carbonyl)-L-lysine C1(=CC=CC=C1)C1=NN(C=N1)C(=O)C(CCC[C@H](N)C(=O)O)N